C(C1=CC=CC=C1)(=O)C=1NC(NC1)=O 4-benzoyl-1,3-dihydro-2H-imidazol-2-one